N-(2,4-dimethylphenyl)-4-nitrobenzamide CC1=CC(=C(C=C1)NC(=O)C2=CC=C(C=C2)[N+](=O)[O-])C